3-(2,2-difluoroethoxy)-5-(trifluoromethyl)benzoic acid FC(COC=1C=C(C(=O)O)C=C(C1)C(F)(F)F)F